(3R,5R)-tert-Butyl 3-methoxy-5-((7-trityl-7H-pyrrolo[2,3-d]pyrimidin-4-yl)amino)piperidine-1-carboxylate CO[C@H]1CN(C[C@@H](C1)NC=1C2=C(N=CN1)N(C=C2)C(C2=CC=CC=C2)(C2=CC=CC=C2)C2=CC=CC=C2)C(=O)OC(C)(C)C